C(C)SN=C[C@H]1N2C(N([C@H](CC1)C2)OS(=O)(=O)[O-])=O.[Na+].C(C)(C)(C)O[Bi](OC(C)(C)C)OC(C)(C)C tris(t-butoxy)bismuth Sodium (2S,5R)-2-((ethylthio)(imino)methyl)-7-oxo-1,6-diazabicyclo[3.2.1]octan-6-yl-sulfate